aluminum tris(n-propylacetoacetate) C(CC)CC(CC(=O)[O-])=O.C(CC)CC(CC(=O)[O-])=O.C(CC)CC(CC(=O)[O-])=O.[Al+3]